C12(CC(C1)C2)C=2SC(=C(N2)C=2C(=C(C=CC2)NS(=O)(=O)N2C=CC1=CC=C(C=C21)F)F)C2=NC(=NC=C2)NC2CC1(CS(C1)(=O)=O)C2 N-(3-(2-(bicyclo[1.1.1]pentan-1-yl)-5-(2-((2,2-dioxo-2-thiaspiro[3.3]heptan-6-yl)-amino)pyrimidin-4-yl)thiazol-4-yl)-2-fluorophenyl)-6-fluoroindole-1-sulfonamide